2',3-dimethyl-[2,4'-bipyridin-5-yl]-N-(5-(pyrazin-2-yl)pyridin-2-yl)acetamide CC1=NC=CC(=C1)C1=NC=C(C=C1)CC(=O)NC1=NC=C(C=C1C)C1=NC=CN=C1